7-bromo-2,3-dichloroxanthene BrC1=CC=C2OC=3C=C(C(=CC3CC2=C1)Cl)Cl